FC(OC1CNC1)(F)F 3-(trifluoro-methoxy)-azetidine